3-(3,4-dichlorophenyl)-5-(2-(3-fluoroazetidin-1-yl)-2-oxoethyl)thieno[3,2-c]pyridin-4(5H)-one ClC=1C=C(C=CC1Cl)C1=CSC2=C1C(N(C=C2)CC(=O)N2CC(C2)F)=O